ClC1=NC2=CC3=C(C=C2C(=C1C1CCOCC1)C1=CC=C(C=C1)F)C=NN3S(=O)(=O)C3=CC=C(C)C=C3 7-chloro-5-(4-fluorophenyl)-1-(p-toluenesulfonyl)-6-tetrahydropyran-4-yl-pyrazolo[4,3-g]Quinoline